C1(CC1)C=1N=C2N(C3=CC(=NC=C3C=C2C=2C=NC(=CC2C)C(CC)O)NC(=O)[C@@H]2C(C2)(F)F)C1 (1R)-N-(2-cyclopropyl-4-(6-(1-hydroxypropyl)-4-methylpyridin-3-yl)imidazo[1,2-a][1,6]naphthyridin-8-yl)-2,2-difluorocyclopropan-1-carboxamide